2,5-dimethyl-2,5-di-(tert-butyl-peroxy)hexane CC(C)(CCC(C)(OOC(C)(C)C)C)OOC(C)(C)C